(R)-1-((8-(2,2'-Dichloro-3'-(5-((3-hydroxypyrrolidin-1-yl)methyl)-1-methyl-2-oxo-1,2-dihydropyridin-3-carboxamido)biphenyl-3-ylamino)-1,7-naphthyridin-3-yl)methyl)azetidin ClC1=C(C=CC=C1NC=1N=CC=C2C=C(C=NC12)CN1CCC1)C1=C(C(=CC=C1)NC(=O)C=1C(N(C=C(C1)CN1C[C@@H](CC1)O)C)=O)Cl